C(#C)C=1C=NC2=C(C=C(C=C2C1)OC(C(=O)N)SC)C 2-[(3-ethynyl-8-methyl-6-quinolyl)oxy]-2-methylsulfanyl-acetamide